(S)-4-[3-[2-chloro-4-[methyl-(oxetan-3-yl)amino]phenyl]-1,4-oxazepan-4-yl]-6-methyl-pyrimidin-2-amine ClC1=C(C=CC(=C1)N(C1COC1)C)[C@H]1COCCCN1C1=NC(=NC(=C1)C)N